N1(C=NC=C1)C1=C2CCN(C2=CC=C1)C(CNC1=C(C=CC(=C1)C1=NC(=NS1)C)C)=O 1-(4-(1H-imidazol-1-yl)indolin-1-yl)-2-((2-methyl-5-(3-methyl-1,2,4-thiadiazol-5-yl)phenyl)amino)ethan-1-one